Cl.C(C)S(=O)(=O)CC1CNC1 3-((ethylsulfonyl)methyl)azetidine hydrochloride